(2-bromoacetyl)-3-(pent-4-enoxy)phenylcarbamic acid methyl ester COC(N(C1=CC(=CC=C1)OCCCC=C)C(CBr)=O)=O